BrC1=C(NC(C2=CC=CC=C12)=O)C=1C=C(C=CC1)C 4-bromo-3-(M-tolyl)isoquinolin-1(2H)-one